4-(dimethylamino)pyrimidin CN(C1=NC=NC=C1)C